(6R,7aS)-7a-(((tert-butyldiphenylsilyl)oxy)methyl)-6-fluorohexahydro-3H-pyrrolizin-3-one-6-d [Si](C1=CC=CC=C1)(C1=CC=CC=C1)(C(C)(C)C)OC[C@@]12C[C@@](CN2C(CC1)=O)([2H])F